[Cl-].FC1=CC=C(C=C1)C(C[NH3+])=O 2-(4-fluorophenyl)-2-oxoethan-1-aminium chloride